C(CCCCCC(C)(C)C)(=O)OOC(CC(C)(C)C)(C)C 1,1,3,3-Tetramethylbutyl peroxyneodecanate